FC=1C=C(C=CC1)C=1N=NN(C1)[C@H]1[C@H]([C@H](O[C@H]([C@@H]1O)CN1[C@@H]2CN([C@H](C1)C2)C2=CC=C(C=C2)OC)CO)O (2R,3R,4R,5R,6S)-4-(4-(3-fluorophenyl)-1H-1,2,3-triazol-1-yl)-2-(hydroxymethyl)-6-(((1S,4S)-5-(4-methoxyphenyl)-2,5-diazabicyclo[2.2.1]heptan-2-yl)methyl)tetrahydro-2H-pyran-3,5-diol